C(N)(=O)NC(C(C)OC(CCCCCCCCCCCCCCCCC)=O)OC(CCCCCCCCCCCCCCCCC)=O carbamoyl-1,2-distearoyloxypropylamine